[8-[(4-amino-3-nitrophenyl)azo]-7-hydroxy-2-naphthyl]trimethylammonium chloride [Cl-].NC1=C(C=C(C=C1)N=NC=1C(=CC=C2C=CC(=CC12)[N+](C)(C)C)O)[N+](=O)[O-]